2-{6-[(2-azidoethyl)amino]-4-{3-[(4-methyl-1,2,4-triazol-3-yl)methyl]oxetan-3-yl}pyridin-2-yl}-6-{[(3R)-3-methylpiperidin-1-yl]methyl}-4-(trifluoromethyl)-3H-isoindol-1-one N(=[N+]=[N-])CCNC1=CC(=CC(=N1)N1C(C2=CC(=CC(=C2C1)C(F)(F)F)CN1C[C@@H](CCC1)C)=O)C1(COC1)CC1=NN=CN1C